ClC=1C=C(C=CC1Cl)NC=1SC=C(N1)C(=O)NCCCN1CCOCC1 2-[(3,4-dichlorophenyl)amino]-N-[3-(morpholin-4-yl)propyl]Thiazole-4-formamide